ClC1=C(C=C2C=C(N=CC2=C1)NC(=O)C1CC2(CC2)C1)N1CCN(CC1)C1(COCC1O)C Rac-N-(7-chloro-6-(4-(4-hydroxy-3-methyltetrahydrofuran-3-yl)piperazin-1-yl)isoquinolin-3-yl)spiro[2.3]hexane-5-carboxamide